N-methoxy-N-methyl-6-(2,2,2-trifluoroethoxy)pyrimidine-4-carboxamide CON(C(=O)C1=NC=NC(=C1)OCC(F)(F)F)C